(3S)-1-acetyl-N-(((2S,5R)-6-((tert-butyldimethylsilyl)oxy)-7-oxo-1,6-diazabicyclo[3.2.1]oct-2-yl)(imino)methyl)pyrrolidine-3-carboxamide C(C)(=O)N1C[C@H](CC1)C(=O)NC(=N)[C@H]1N2C(N([C@H](CC1)C2)O[Si](C)(C)C(C)(C)C)=O